ClC1=CC2=C(C=C3N2C(=NN(C3=O)CC(=O)NC3CCCC3)C(C)C)S1 2-(2-chloro-5-isopropyl-8-oxothieno[2',3':4,5]pyrrolo[1,2-d][1,2,4]triazin-7(8H)-yl)-N-cyclopentylacetamide